N-(4-bromo-2-(1-phenylethenyl)phenyl)-N-(but-3-en-1-yl)-4-methylbenzenesulfonamide BrC1=CC(=C(C=C1)N(S(=O)(=O)C1=CC=C(C=C1)C)CCC=C)C(=C)C1=CC=CC=C1